(S)-4-(4-amino-2-fluorophenoxy)-N-(1-ethoxypropan-2-yl)-1-(4-methoxybenzyl)-1H-pyrazolo[3,4-b]-pyridin-3-amine NC1=CC(=C(OC2=C3C(=NC=C2)N(N=C3N[C@H](COCC)C)CC3=CC=C(C=C3)OC)C=C1)F